C(C1CO1)OC1C2C(CC1)O2 2,3-epoxycyclopentyl glycidyl ether